N-hydroxy-4-(1-(pent-3-yl)-1H-benzo[d]imidazol-2-ylamino)benzamide ONC(C1=CC=C(C=C1)NC1=NC2=C(N1C(CC)CC)C=CC=C2)=O